4-((4-((1H-1,2,4-triazol-1-yl)methyl)-2,6-difluorobenzyl)oxy)phenyl sulfurofluoridate S(OC1=CC=C(C=C1)OCC1=C(C=C(C=C1F)CN1N=CN=C1)F)(=O)(=O)F